3-[(4-methoxyphenyl)methoxy]-5-morpholino-benzene-1,2-diamine COC1=CC=C(C=C1)COC1=C(C(=CC(=C1)N1CCOCC1)N)N